1-(1-Ethylpiperidin-4-yl)-N-((1,2,3,5,6,7-hexahydro-s-indacen-4-yl)carbamoyl)pyrrolidine-3-sulfonamide, potassium salt [K].C(C)N1CCC(CC1)N1CC(CC1)S(=O)(=O)NC(NC1=C2CCCC2=CC=2CCCC12)=O